C(CCC)C1(COC1)C 3-butyl-3-methyl-oxetan